BrC=1C=CC2=C(N(CO2)C)C1 5-bromo-3-methylbenzo[d]oxazol